NC=1SC2=C(N1)C=C(C=C2)[C@@H]2N(C[C@H](CC2)C)C(C(=O)NC=2C=NC(=C(C2)CC)N)=O 2-[(2R,5S)-2-(2-amino-1,3-benzothiazol-5-yl)-5-methyl-1-piperidyl]-N-(6-amino-5-ethyl-3-pyridyl)-2-oxo-acetamide